4-chloro-6-(hept-2-yl)-1-isopropyl-1H-pyrazolo[3,4-d]Pyrimidine ClC1=C2C(=NC(=N1)C(C)CCCCC)N(N=C2)C(C)C